trans-2-(1-(4-(azidomethyl)benzyl)-5-(4-azidophenyl)piperidin-3-yl)acetic acid ethyl ester C(C)OC(C[C@@H]1CN(C[C@H](C1)C1=CC=C(C=C1)N=[N+]=[N-])CC1=CC=C(C=C1)CN=[N+]=[N-])=O